2-oxaphenanthrol C1(OC=CC=2C3=CC=CC=C3C=CC12)O